2-(5-chloro-4-methyl-2-oxo-1H-1,6-naphthyridin-3-yl)-N-[(1S)-1-(2,4-difluorophenyl)ethyl]-2,2-difluoroacetamide ClC1=C2C(=C(C(NC2=CC=N1)=O)C(C(=O)N[C@@H](C)C1=C(C=C(C=C1)F)F)(F)F)C